CS(=O)(=O)C1=NC(=CC=C1)C(F)(F)F 2-(methylsulfonyl)-6-trifluoromethylpyridine